ClC1=CC(=NC=C1C(=O)NC=1C=C(C(=O)OCC)C=CC1)Cl Ethyl 3-(4,6-dichloronicotinamido)benzoate